COC(NC1=NC=CC(=C1)C=1C=C2C(=NNC2=C(C1)C#CC(C)(C)C)N)=O (4-(3-Amino-7-(3,3-dimethylbut-1-yn-1-yl)-1H-indazol-5-yl)pyridin-2-yl)carbamic acid methyl ester